N-(5-(2-(cyclopent-2-en-1-yl)acetamido)-2-methylpyridin-3-yl)-2-(1-methyl-1H-pyrazol-4-yl)-1H-pyrrolo[2,3-b]pyridine-5-carboxamide C1(C=CCC1)CC(=O)NC=1C=C(C(=NC1)C)NC(=O)C=1C=C2C(=NC1)NC(=C2)C=2C=NN(C2)C